N1=CC=C(C=C1)C1=NNC2=C1C=C1C(=N2)NC(=N1)C(=O)OC methyl 3-(pyridin-4-yl)-1,7-dihydroimidazo[4,5-b]pyrazolo[4,3-e]pyridine-6-carboxylate